2-[methoxyphenyl-[1,3]dioxepan-2-yl]dibenzothiophene-5-oxide COC1OC(OCCC1)(C1=CC2=C(S(C3=C2C=CC=C3)=O)C=C1)C1=CC=CC=C1